6-(6-(hydroxymethyl)-1H-pyrrolo[2,3-b]pyridin-3-yl)-1'-methylspiro[indene-1,4'-piperidin]-3(2H)-one OCC1=CC=C2C(=N1)NC=C2C2=CC=C1C(CC3(CCN(CC3)C)C1=C2)=O